(2S)-5-(tert-butoxy)-2-{[(9H-fluoren-9-yl-methoxy)carbonyl]amino}-5-oxopentanoic acid C(C)(C)(C)OC(CC[C@@H](C(=O)O)NC(=O)OCC1C2=CC=CC=C2C=2C=CC=CC12)=O